10H-PHENOXAZIN C1=CC=CC=2OC3=CC=CC=C3NC12